4-chloro-2-(6-chloro-4-oxo-3,4-dihydroquinazolin-2-yl)phenyl (trans)-4-methylhexahydro-[1,2]dithiino[4,5-b]pyrazine-1(2H)-carboxylate CN1[C@H]2[C@H](N(CC1)C(=O)OC1=C(C=C(C=C1)Cl)C1=NC3=CC=C(C=C3C(N1)=O)Cl)CSSC2